COC[C@H](C(N1CCN(CC1)C1=CC(=CC=C1)OC(F)(F)F)=O)NC(C([2H])([2H])[2H])=O (R,S)-N-(3-methoxy-1-oxo-1-(4-(3-(trifluoromethoxy)phenyl)piperazin-1-yl)propan-2-yl)acetamide-2,2,2-d3